N-(6-(5-chloro-7-(cyclopentylamino)-6-fluoro-1H-indazol-4-yl)imidazo[1,2-a]pyrazin-2-yl)-2-fluorocyclopropane-1-carboxamide ClC=1C(=C2C=NNC2=C(C1F)NC1CCCC1)C=1N=CC=2N(C1)C=C(N2)NC(=O)C2C(C2)F